1-[4-(difluoromethoxy)phenyl]-N-[3-(1-fluoro-2-methyl-prop-1-enyl)phenyl]-3-methyl-5-oxo-4H-pyrazole-4-carboxamide FC(OC1=CC=C(C=C1)N1N=C(C(C1=O)C(=O)NC1=CC(=CC=C1)C(=C(C)C)F)C)F